FC1=CC=C(C=C1)C=1N=CN(C1C=1C=CC=2N(C1)C(=CN2)C#N)CC(CC)O 6-(4-(4-fluorophenyl)-1-(2-hydroxybutyl)-1H-imidazol-5-yl)imidazo[1,2-a]pyridine-3-carbonitrile